C(#N)C1=NC=C(C(=C1)C1=CC=2N(C=C1)N=C(C2)NC(=O)C2CC2)O[C@H]2[C@H]1CN([C@@H](C2)C1)C N-[5-[2-cyano-5-[[(1R,4R,5R)-2-methyl-2-azabicyclo[2.2.1]heptan-5-yl]oxy]-4-pyridyl]pyrazolo[1,5-a]pyridin-2-yl]cyclopropanecarboxamide